FC1=C(N=CC2=C1N=C(N=C2N2C[C@@H]1CC[C@H](C2)C1C(=O)OC1=CC=C(C=C1)C#N)OCC12CCCN2CCC1)C1=CC=CC2=CC=CC(=C12)F 4-cyanophenyl (1R,5S,8r)-3-(8-fluoro-7-(8-fluoronaphthalen-1-yl)-2-((tetrahydro-1H-pyrrolizin-7a(5H)-yl)methoxy)pyrido[4,3-d]pyrimidin-4-yl)-3-azabicyclo[3.2.1]octane-8-carboxylate